11-{4-[(2-hexyl-1-oxodecyl) oxy] butyl}-2-methyl-9-oxo-2,8-diaza-5,10-dioxapentadec-15-yl 2-hexyldecanoate C(CCCCC)C(C(=O)OCCCCC(OC(NCCOCCN(C)C)=O)CCCCOC(C(CCCCCCCC)CCCCCC)=O)CCCCCCCC